1-(6-carbamoyl-pyridin-3-yl)-1H-pyrrolo[2,3-b]pyridine-5-carboxylic acid ethyl ester C(C)OC(=O)C=1C=C2C(=NC1)N(C=C2)C=2C=NC(=CC2)C(N)=O